(S)-2-(4-(7-(8-ethynyl-3-hydroxynaphthalen-1-yl)-8-fluoro-2-((tetrahydro-1H-pyrrolizine-7a(5H)-yl)methoxy)quinazolin-4-yl)-1-(2-fluoroacryloyl)piperazin-2-yl)acetonitrile C(#C)C=1C=CC=C2C=C(C=C(C12)C1=CC=C2C(=NC(=NC2=C1F)OCC12CCCN2CCC1)N1C[C@@H](N(CC1)C(C(=C)F)=O)CC#N)O